4-Hydroxy-N,N-di-n-propyltryptamine OC=1C=CC=C2NC=C(CCN(CCC)CCC)C12